(3-(trifluoromethyl)-5,6,7,8-tetrahydro-[1,2,4]triazolo[4,3-a]pyrazin-6-yl)methanol FC(C1=NN=C2N1CC(NC2)CO)(F)F